4-(4-{[(1R)-1-[3-(difluoromethyl)-2-fluorophenyl]ethyl]amino}-8-methyl-7-oxo-7H,8H-pyrido[2,3-d]pyrimidin-6-yl)-4-fluoro-1λ6-thiane-1,1-dione FC(C=1C(=C(C=CC1)[C@@H](C)NC=1C2=C(N=CN1)N(C(C(=C2)C2(CCS(CC2)(=O)=O)F)=O)C)F)F